BrC1=CC2=C(N(CCC(N2)=O)CC2=CC=C(C(=O)NO)C=C2)C=C1 4-((7-bromo-4-oxo-2,3,4,5-tetrahydro-1H-benzo[b][1,4]diazepin-1-yl)methyl)-N-hydroxybenzoamide